3-(3-Chlorophenyl)-5-(3,4-dimethoxyphenyl)-1H-1,2,4-triazole ClC=1C=C(C=CC1)C1=NNC(=N1)C1=CC(=C(C=C1)OC)OC